FC1(C(C1)C=1C=CC(=NC1)OC)F 5-(2,2-difluorocyclopropyl)-2-methoxypyridine